(2S,4R)-4-fluoropyrrolidine-1,2-dicarboxylic acid 1-tert-butyl ester 2-methyl ester COC(=O)[C@H]1N(C[C@@H](C1)F)C(=O)OC(C)(C)C